C(C1=CC=CC=C1)OC1=CC(=C(C#N)C=C1O)F 4-Benzyloxy-2-fluoro-5-hydroxy-benzonitrile